C(C)(=O)O[C@@H](C=O)[C@@H](OC(C)=O)[C@@H](OC(C)=O)[C@H](OC(C)=O)COC(C)=O.[K] potassium galactose pentaacetate